2-chloro-5-((3-(4-methoxyphenyl)imidazo[1,2-a]pyrazin-8-yl)amino)-N-methylbenzamide ClC1=C(C(=O)NC)C=C(C=C1)NC=1C=2N(C=CN1)C(=CN2)C2=CC=C(C=C2)OC